CC1=C(C(=CC(=C1)N1CC2=C(CCC1)C=C(C=C2)OCCCC(C(F)(F)F)(F)F)C)NC(CC(C)(C)C)=O N-(2,6-Dimethyl-4-(7-((4,4,5,5,5-pentafluoropentyl)oxy)-1,3,4,5-tetrahydro-2H-Benzo[c]azepine-2-yl)phenyl)-3,3-dimethylbutanamide